3-(5-methylisothiazol-3-yl)propan-1-one CC1=CC(=NS1)CCC=O